FC1=C(C(=CC=C1)F)C1=NC=CC2=C1CN(C2=O)C2=NC(=NC(=C2)C)N2CCNCC2 4-(2,6-difluorophenyl)-2-(6-methyl-2-(piperazin-1-yl)pyrimidin-4-yl)-2,3-dihydro-1H-pyrrolo[3,4-c]pyridin-1-one